N[C@]1(CN(CC1)C1=C(C(=C(C=C1)F)CN1CC(C1)(F)F)CN1C2=NC=NC(=C2N=C1)N)C(=O)NC1CC1 (R)-3-amino-1-(2-((6-amino-9H-purin-9-yl)methyl)-3-((3,3-difluoroazetidin-1-yl)methyl)-4-fluorophenyl)-N-cyclopropylpyrrolidine-3-carboxamide